BrC=1N=C(N(N1)C1=CC=C(C=C1)OC(F)(F)F)NC 5-bromo-N-methyl-2-[4-(trifluoromethoxy)phenyl]-1,2,4-triazol-3-amine